FC(COC(=O)C1=C(NC=2C(=CNC(C2C1C1=C(C=C(C=C1)C#N)OC)=O)C)C)(F)F 4-(4-cyano-2-methoxy-phenyl)-2,8-dimethyl-5-oxo-1,4,5,6-tetrahydro-[1,6]naphthyridine-3-carboxylic acid trifluoroethyl ester